N-(4-((3-(hydroxymethyl)oxetan-3-yl)methoxy)pyridin-2-yl)-6-methoxynicotinamide OCC1(COC1)COC1=CC(=NC=C1)NC(C1=CN=C(C=C1)OC)=O